COC/C=C/C1=C(N=C(S1)C)C(=O)OC (E)-methyl 5-(3-methoxyprop-1-en-1-yl)-2-methylthiazole-4-carboxylate